(1R,2S,3R)-2-ethyl-N-[7-methyl-6-[4-((R)-3-methyltetrahydrofuran-3-yl)piperazin-4-ium-1-yl]-3-isoquinolyl]-3-(1-methylpyrazol-4-yl)cyclopropanecarboxamide C(C)[C@@H]1[C@H]([C@@H]1C=1C=NN(C1)C)C(=O)NC=1N=CC2=CC(=C(C=C2C1)N1CC[NH+](CC1)[C@]1(COCC1)C)C